[Br].NCCN1CN(C=C1)C 1-(2-aminoethyl)-3-methylimidazole bromine salt